C[C@H](C(=O)NC1=NC2=C(N1C1=CC(=NO1)C)C=C(C=C2)C(F)(F)F)C(C)C (S)-2,3-dimethyl-N-(1-(3-methylisoxazol-5-yl)-6-(trifluoromethyl)-1H-benzo[d]imidazol-2-yl)butanamide